F.C(CC)N(CCC)CCC tri-n-propylamine hydrogen fluoride